4-cyclohexylbutyl acrylate C(C=C)(=O)OCCCCC1CCCCC1